(2R,3S,4S,5R)-5-(6-amino-2-fluoro-9H-purin-9-yl)-2-(hydroxymethyl)-2-methyltetrahydrofuran-3,4-diol NC1=C2N=CN(C2=NC(=N1)F)[C@H]1[C@H]([C@@H]([C@@](O1)(C)CO)O)O